propioxybenzene C(CC)(=O)OC1=CC=CC=C1